N-((R)-6-(((1S,4S)-4-hydroxycyclohexyl)oxy)-2-(2-hydroxypropan-2-yl)-2-methyl-2,3-dihydrobenzofuran-5-yl)pyrazolo[1,5-a]pyrimidine-3-carboxamide OC1CCC(CC1)OC1=CC2=C(C[C@](O2)(C)C(C)(C)O)C=C1NC(=O)C=1C=NN2C1N=CC=C2